FC=1C=C(C=CC1F)C=1NC(=C(C1)C(=O)NCCN1CCN(CC1)C)C1=C(C=CC=C1)[N+](=O)[O-] (3,4-difluorophenyl)-N-(2-(4-methylpiperazin-1-yl)ethyl)-5-(2-nitrophenyl)Azole-4-carboxamide